COC=1C=C2CC(C(C2=CC1)=O)=CC1=CC=C(C=C1)C 2,3-dihydro-5-methoxy-2-[(4-methylphenyl)methylene]-1H-indenone